C(C1CO1)OCC=1C=C(C=C)C=C(C1COCC1CO1)COCC1CO1 3,4,5-tri(glycidoxymethyl)styrene